3-((6-(4-fluoro-1H-pyrazol-1-yl)pyridin-3-yl)methyl)pentane-2,4-dione FC=1C=NN(C1)C1=CC=C(C=N1)CC(C(C)=O)C(C)=O